8-acetyl-6-chloro-2-(4-methoxyl-piperidyl)-3-methyl-quinoline-4-carbonitrile C(C)(=O)C=1C=C(C=C2C(=C(C(=NC12)N1CCC(CC1)OC)C)C#N)Cl